C1(CC1)C=1C=NN2C1N=C(N=C2NCC2=NC1=C(N2)C=CC(=C1F)F)N1C[C@H]2CC[C@@H](C1)N2 8-cyclopropyl-2-[(1R,5S)-3,8-diazabicyclo[3.2.1]octan-3-yl]-N-[(4,5-difluoro-1H-benzimidazol-2-yl)methyl]pyrazolo[1,5-a][1,3,5]triazin-4-amine